6-methyl-5-(1-(thien-3-ylmethoxy)ethyl)indolizine-7-carboxylic acid ethyl ester C(C)OC(=O)C=1C(=C(N2C=CC=C2C1)C(C)OCC1=CSC=C1)C